(2-methoxymethoxy-3-methyl-5-isopropylphenyl)(3-ethylphenyl)-methanone COCOC1=C(C=C(C=C1C)C(C)C)C(=O)C1=CC(=CC=C1)CC